4-(3-bromo-4-oxo-2-(trifluoromethyl)-4H-pyrido[1,2-a]pyrimidin-9-yl)-N-(3-hydroxypropyl)-N-methylbenzamide BrC1=C(N=C2N(C1=O)C=CC=C2C2=CC=C(C(=O)N(C)CCCO)C=C2)C(F)(F)F